C(CCCCCCCCCCC)=O Lauraldehyde